1-[3-(1-hydroxyethyl)-6-[5-[2-(2-oxopyrrolidin-1-yl)oxazol-5-yl]benzimidazol-1-yl]-2-pyridyl]-5-methyl-pyrazole-3-carbonitrile OC(C)C=1C(=NC(=CC1)N1C=NC2=C1C=CC(=C2)C2=CN=C(O2)N2C(CCC2)=O)N2N=C(C=C2C)C#N